ON=CC1=NC(NC=C1)=O 4-[(Hydroxyimino)methyl]pyrimidin-2(1H)-on